FC1=C(OCCCC(C(=O)N2CCN(CC2)S(=O)(=O)C2=CC=C(C=C2)OC(F)(F)F)(C)C)C=CC=C1F 5-(2,3-Difluorophenoxy)-2,2-dimethyl-1-(4-((4-(trifluoromethoxy)phenyl)sulfonyl)piperazin-1-yl)pentan-1-one